6-(3-amino-6-(1-methyl-1H-pyrazol-4-yl)pyrazin-2-yl)-2-(3-isopropoxy-5-methoxyphenyl)pyridazin-3(2H)-one NC=1C(=NC(=CN1)C=1C=NN(C1)C)C=1C=CC(N(N1)C1=CC(=CC(=C1)OC)OC(C)C)=O